NC1=CC=C(C=2OCCOC21)C(=O)O 5-amino-2,3-dihydro-1,4-benzodioxin-8-carboxylic acid